C(N)(=O)C=1C=C(C=CC1F)NC(=O)C=1C=NC(=CC1OC1=C(C=C(C=C1)OC(F)(F)F)OC)C(C)(C)F N-(3-Carbamoyl-4-fluoro-phenyl)-6-(1-fluoro-1-methyl-ethyl)-4-[2-methoxy-4-(trifluoromethoxy)phenoxy]pyridine-3-carboxamide